(S,E)-N'-(2-cyano-6a,7,8,9-tetrahydro-6H-pyrido[3,2-b]pyrrolo[1,2-d][1,4]oxazin-3-yl)-N,N-dimethylformimidamide C(#N)C=1C(=CC=2OC[C@H]3N(C2N1)CCC3)/N=C/N(C)C